ClC1=C(C=2OCC[C@@H]3N(C2N=C1)CCNC3)C (S)-3-chloro-4-methyl-6,7,7a,8,10,11-hexahydro-9H-pyrazino[1,2-d]pyrido[3,2-b][1,4]oxazepin